tert-butyldimethylsilyl glycidyl thioether C(C1CO1)S[Si](C)(C)C(C)(C)C